N-((6-carbamoylpyridin-3-yl)methyl)-5-hydroxy-2-morpholino-1,7-naphthyridine-6-carboxamide C(N)(=O)C1=CC=C(C=N1)CNC(=O)C=1C(=C2C=CC(=NC2=CN1)N1CCOCC1)O